COC(=O)CON methyl 2-(aminooxy) acetate